CC1(OC2C(O1)OCC2)C 2,2-Dimethyltetrahydrofuro[2,3-d][1,3]dioxole